CC(CC(=O)OC(COC(CCCCCCC\C=C/CCCCCCCC)=O)COC(CCCCCCC\C=C/CCCCCCCC)=O)CC(=O)OC1=C(C=C(C=C1C)CO)C 1-(1,3-bis(oleoyloxy) propan-2-yl) 5-(4-(hydroxymethyl)-2,6-dimethylphenyl) 3-methylglutarate